CC1=C(C(=O)O[C@@H]2O[C@H]([C@@H](C2=C)OC(C)=O)N2N=CC=3C2=NC(=NC3N3C2CCC(C3)CC2)Cl)C=CC=C1 ((2S,4R,5R)-5-(4-(2-azabicyclo[2.2.2]oct-2-yl)-6-chloro-1H-pyrazolo[3,4-d]pyrimidin-1-yl)-4-acetoxy-3-methylenetetrahydrofuran-2-yl) methylbenzoate